C(C)(C)(C)OC(=O)N1CCC(CC1)C=1C=C2C(=C(NC2=CC1)C1=C2C(=NC=C1)NC=C2Br)CC 4-(2-(3-bromo-1H-pyrrolo[2,3-b]pyridin-4-yl)-3-ethyl-1H-indol-5-yl)piperidine-1-carboxylic acid tert-butyl ester